NC=1C=C2OC3=CC(C=CC3=CC2=CC1)=O 6-amino-3H-xanthen-3-one